C(CCCCCC(=O)OCC1(COC(OC1)(C)C)COC(CCCCCC(=O)OCCCCCCCCC)=O)(=O)OCCCCCCCCC O7-[[2,2-dimethyl-5-[(7-nonoxy-7-oxo-heptanoyl)oxymethyl]-1,3-dioxan-5-yl]methyl] O1-nonyl heptanedioate